5-METHYL-1H-INDOLE-2-BORONIC ACID CC=1C=C2C=C(NC2=CC1)B(O)O